C(=C)C1=C(C=C(C=C1)C=C)C=C 1,2,4-trivinylbenzene